BrC1=CC=C(C=2N1N=CC2C=O)Cl 7-bromo-4-chloropyrazolo[1,5-a]pyridine-3-carbaldehyde